(3S)-4-[[4-[2-[(2,6-dimethylpyrimidin-4-yl)amino]pyrazolo[1,5-a]pyridin-5-yl]-6-methyl-3-pyridyl]oxy]-2,3-dimethyl-butan-2-ol CC1=NC(=CC(=N1)NC1=NN2C(C=C(C=C2)C2=C(C=NC(=C2)C)OC[C@@H](C(C)(O)C)C)=C1)C